FC1=C(C=CC(=C1)F)C1=CC(=NC2=C(N=CC=C12)C1=CC=NN1)N1[C@@H](COCC1)C 4-(2,4-difluorophenyl)-2-[(3R)-3-methylmorpholin-4-yl]-8-(1H-pyrazol-5-yl)-1,7-naphthyridine